FC1=C(OC2=NC(=NC(=C2)C2=C(C=CC=C2)C(C)C)NS(=O)(=O)C2=C(C=CC=C2)O)C=CC=C1 N-[4-(2-fluorophenoxy)-6-(2-isopropylphenyl)pyrimidin-2-yl]-2-hydroxy-benzenesulfonamide